potassium stearate, sodium salt [Na+].C(CCCCCCCCCCCCCCCCC)(=O)[O-].[K+].C(CCCCCCCCCCCCCCCCC)(=O)[O-]